3-(aminomethyl)pyridin-2(1H)-one NCC=1C(NC=CC1)=O